tert-butyl N-[6-[[[(1-methyltetrazol-5-yl)-phenyl-methylene] amino]oxymethyl]-2-pyridyl]carbamate CN1N=NN=C1C(C1=CC=CC=C1)=NOCC1=CC=CC(=N1)NC(OC(C)(C)C)=O